(R)-3-(6-chloro-2-((4-hydroxytetrahydro-2H-pyran-4-yl)methyl)-1,2,3,4-tetrahydroisoquinolin-8-yl)morpholine-4-carboxylic acid tert-butyl ester C(C)(C)(C)OC(=O)N1[C@@H](COCC1)C=1C=C(C=C2CCN(CC12)CC1(CCOCC1)O)Cl